2-{imidazo[1,2-b]pyridazin-6-yl}-6-{[(2S)-1-(1H-tetrazol-1-yl)propan-2-yl]oxy}pyridine N=1C=CN2N=C(C=CC21)C2=NC(=CC=C2)O[C@H](CN2N=NN=C2)C